CC(C(C(=O)O)=O)C 3-methyl-2-oxobutanoic acid